di-ammonium ortho-phosphate P(=O)([O-])([O-])O.[NH4+].[NH4+]